(3,5-Difluoro-4-(4,4,5,5-tetramethyl-1,3,2-dioxaborolan-2-yl)phenyl)methanol FC=1C=C(C=C(C1B1OC(C(O1)(C)C)(C)C)F)CO